O=C1N(C=CC(N1)=O)CC(=O)N1C(CC(C1)F)C(=O)NC(C1=CC=CC=C1)C1=NC(=C(C=C1)C(C)C)F 1-[2-(2,4-dioxo-1,2,3,4-tetrahydropyrimidin-1-yl)acetyl]-4-fluoro-N-{[6-fluoro-5-(propan-2-yl)pyridin-2-yl](phenyl)methyl}pyrrolidine-2-carboxamide